5-(4-(2-((4-(2-((3-amino-6-(2-hydroxyphenyl)pyridazin-4-yl)oxy)ethyl)benzyl)amino)ethyl)piperazin-1-yl)-2-(2,6-dioxopiperidin-3-yl)isoindoline-1,3-dione NC=1N=NC(=CC1OCCC1=CC=C(CNCCN2CCN(CC2)C=2C=C3C(N(C(C3=CC2)=O)C2C(NC(CC2)=O)=O)=O)C=C1)C1=C(C=CC=C1)O